1-methylpyrazolo[1,5-a]thieno[3,2-c]pyridine-8-carboxylic acid methyl ester COC(=O)C1=CC=2C=3N(C=CC2S1)N=CC3C